C(CCCCCC(C)(C)C)(=O)[O-].[Nd+3].C(CCCCCC(C)(C)C)(=O)[O-].C(CCCCCC(C)(C)C)(=O)[O-] Neodymium neodecanoate